[H-].[Na+].CN1C(C(C2=CC=C(C=C12)[N+](=O)[O-])=O)=O 1-methyl-6-nitroindoline-2,3-dione sodium hydride